BrC1=CC2=C(CCC=3C(=NN(C23)CCCC)C(=O)OCC)C=C1OC ethyl 8-bromo-1-butyl-7-methoxy-4,5-dihydrobenzo[g]indazole-3-carboxylate